(2S,3R,4R,5S)-1-((4,4-dimethylcyclohexyl)methyl)-2-(hydroxymethyl)piperidine-3,4,5-triol CC1(CCC(CC1)CN1[C@H]([C@H]([C@@H]([C@H](C1)O)O)O)CO)C